tert-butyl (3-((7-(cyclopropylsulfonyl)-5-methyl-4-oxo-4,5,6,7,8,9-hexahydro-3H-pyrido[4',3':4,5]pyrrolo[2,3-d]pyridazin-3-yl)methyl)phenyl)carbamate C1(CC1)S(=O)(=O)N1CC2=C(C3=C(C(N(N=C3)CC=3C=C(C=CC3)NC(OC(C)(C)C)=O)=O)N2C)CC1